(±)-trans-N-[8-amino-7-formyl-6-(4-methyl-3-pyridyl)-3-isoquinolinyl]-2-cyano-cyclopropanecarboxamide NC=1C(=C(C=C2C=C(N=CC12)NC(=O)[C@H]1[C@@H](C1)C#N)C=1C=NC=CC1C)C=O |r|